4-[4-chloro-5-[2-(chloromethyl)allyloxy]-6-methoxy-isoindolin-2-yl]-4-oxobutanoic acid ethyl ester C(C)OC(CCC(=O)N1CC2=CC(=C(C(=C2C1)Cl)OCC(=C)CCl)OC)=O